CC1=NOC(=C1)C1=CC=C(S1)S(=O)(=O)N1CCN(CC1)C[C@H](C)NC1=NC=NC2=C(C=CC=C12)C(=O)N1CCCC1 N-[(2S)-1-(4-{[5-(3-methyl-1,2-oxazol-5-yl)thiophen-2-yl]sulfonyl}piperazin-1-yl)propan-2-yl]-8-(pyrrolidine-1-carbonyl)quinazolin-4-amine